F[C@]1([C@@H](O[C@@H]([C@H]1O)CO)N1C(=O)NC(=O)C=C1)C (2'R)-2'-deoxy-2'-fluoro-2'-C-methyluridine